C(C)OCCCCCOCCN 2-((5-ethoxypentyl)oxy)ethan-1-amine